5-bromo-6-methoxybenzo[b]Thiophene-2-carbonyl chloride BrC1=CC2=C(SC(=C2)C(=O)Cl)C=C1OC